(2-((2-((1-methyl-1H-indazol-6-yl)amino)5-trifluoromethyl-pyrimidin-4-yl)amino)phenyl)dimethylphosphine CN1N=CC2=CC=C(C=C12)NC1=NC=C(C(=N1)NC1=C(C=CC=C1)P(C)C)C(F)(F)F